ClC=1C=C(C=CC1)C=1C(=C(C(=NC1)C(=O)NC1(COC1)C(=O)O)O)C 3-(5-(3-chlorophenyl)-3-hydroxy-4-methyl-picolinamido)oxetane-3-carboxylic acid